CN1C(C2=CC(=CC=C2CC1)C1=CC=CC=2N1N=CC2C(=O)N2CCCCC2)=O 2-Methyl-7-(3-(piperidine-1-carbonyl)pyrazolo[1,5-a]Pyridin-7-yl)-3,4-dihydroisoquinoline-1(2H)-one